diethyl (2-oxo-tetrahydro-furan-3-yl)-phosphonate O=C1OCCC1P(OCC)(OCC)=O